(2R)-2-[(2S)-4-[2-[2-chloro-1-(2-trimethylsilylethoxymethyl)pyrrolo[2,3-b]pyridin-3-yl]-7-(2-trimethylsilylethoxymethyl)pyrrolo[2,3-d]pyrimidin-4-yl]piperazin-2-yl]-3-methyl-butan-2-ol ClC1=C(C=2C(=NC=CC2)N1COCC[Si](C)(C)C)C=1N=C(C2=C(N1)N(C=C2)COCC[Si](C)(C)C)N2C[C@H](NCC2)[C@@](C)(C(C)C)O